O=C1NC(CC[C@H]1NC1=CC(=C(C=C1)N1CCC(CC1)(O)CC(=O)OC(C)(C)C)F)=O.C1(=CC=CC2=CC=CC=C12)NCCN |r| N-(1-Naphthyl) ethylenediamine Racemic-tert-butyl 2-(1-(4-((2,6-dioxopiperidin-3-yl)amino)-2-fluorophenyl)-4-hydroxypiperidin-4-yl)acetate